ethyl 6-((2-amino-3-chloropyridin-4-yl)thio)-3-chloro-5-methylpyrazine-2-carboxylate NC1=NC=CC(=C1Cl)SC1=C(N=C(C(=N1)C(=O)OCC)Cl)C